7-chloro-3-iodo-1H-indazole ClC=1C=CC=C2C(=NNC12)I